ClC1=CC(=C(C=C1)NC1=C(C(=O)NOCC)C=CC(=N1)NC=1N=NC=CC1)N(S(=O)(=O)C)C ((4-chloro-2-(N-methylmethanesulfonamido)phenyl)amino)-N-ethoxy-6-(pyridazin-3-ylamino)nicotinamide